Cyanobenzol C(#N)C1=CC=CC=C1